ethyl (2S)-4-[4-fluoro-6-methoxy-5-[3-[6-methoxy-2-[(3S)-4-methoxy-3-methyl-4-oxo-butanoyl] isoindolin-5-yl] oxypropoxy] benzothiophen-2-yl]-2-methyl-4-oxo-butanoate FC1=C(C(=CC2=C1C=C(S2)C(C[C@@H](C(=O)OCC)C)=O)OC)OCCCOC=2C=C1CN(CC1=CC2OC)C(C[C@@H](C(=O)OC)C)=O